C(C)OC(C)(C)[C@@]1(CN(CC1)C(C)(C)C=1C=NC(=CC1)C)CCC=1C=C2C=NNC2=CC1 (S)-5-(2-(3-(2-ethoxypropan-2-yl)-1-(2-(6-methylpyridin-3-yl)propan-2-yl)pyrrolidin-3-yl)ethyl)-1H-indazole